cyanopyrazin C(#N)C1=NC=CN=C1